bis(2,5-dimethylbenzoyl) peroxide CC1=C(C(=O)OOC(C2=C(C=CC(=C2)C)C)=O)C=C(C=C1)C